Cl.NCCS(=O)(=O)NC1=NC(=CC=C1)Cl 2-amino-N-(6-chloropyridin-2-yl)ethane-1-sulfonylamine hydrochloride